3-mercaptopropyl-nitrogen SCCC[N]